N1,N2-diallyl-N2-dichloroacetyl-glycine amide C(C=C)NC(CN(C(C(Cl)Cl)=O)CC=C)=O